IC=1C(=NC=CC1N)OC 3-Iodo-2-methoxypyridin-4-amine